C(C)(C)(C)OC(=O)N1C[C@@H](CCC1)NC1=NN=C(C2=CC(=CC=C12)C)Cl.ClC=1C(=NC=CC1I)C(F)(F)F 3-chloro-4-iodo-2-(trifluoromethyl)pyridine tert-butyl-(3R)-3-[(4-chloro-6-methyl-phthalazin-1-yl)amino]piperidine-1-carboxylate